N-(3,4-dichloro-2-fluorophenyl)-7-((3-methyltetrahydrofuran-3-yl)ethynyl)-6-nitroquinazolin-4-amine ClC=1C(=C(C=CC1Cl)NC1=NC=NC2=CC(=C(C=C12)[N+](=O)[O-])C#CC1(COCC1)C)F